C(C1=CC=CC=C1)OC(=O)N(C(=O)OCC1=CC=CC=C1)C(COCCOCCOCCO)O bis(benzyloxycarbonyl)aminotetraethylene glycol